7-(3-((1H-benzo[d]imidazol-2-yl)amino)-2-hydroxypropoxy)-3-benzyl-4-methyl-2H-chromen-2-one N1C(=NC2=C1C=CC=C2)NCC(COC2=CC=C1C(=C(C(OC1=C2)=O)CC2=CC=CC=C2)C)O